CC=1N=NC=CC1C(=O)O 3-METHYL-4-PYRIDAZINECARBOXYLIC ACID